5-(3-cyclopentyl-7-morpholinoisoxazolo[4,5-d]pyrimidin-5-yl)pyrimidin-2-amine C1(CCCC1)C1=NOC2=C1N=C(N=C2N2CCOCC2)C=2C=NC(=NC2)N